2-({4-amino-6-[(2-hydroxyethyl)amino]-1,3,5-triazacyclohexan-2-yl}amino)ethan-1-ol NC1NC(NC(N1)NCCO)NCCO